N1(CCCCCC1)C=1C=C(C=CC1C(=O)N1C(CNCC1)C=1C=NN(C1)C)NC(=O)C1CC1 N-[3-(azepan-1-yl)-4-[2-(1-methylpyrazol-4-yl)piperazine-1-carbonyl]phenyl]cyclopropanecarboxamide